BrC1=CC(=C(S1)C(=O)N(C)OC)C 5-Bromo-N-methoxy-N,3-dimethylthiophene-2-carboxamide